5-amino-2-(4-cyano-1H-pyrazol-1-yl)benzenesulfonamide NC=1C=CC(=C(C1)S(=O)(=O)N)N1N=CC(=C1)C#N